[K+].IC=1C=CC(=C(C1)S(=O)(=O)[O-])C(=O)[O-].[K+] 5-iodo-2-carboxybenzenesulfonic acid potassium salt